CC1=NOC(=C1C=1C=NN2C1C=C(C=C2)C2=CC(=CO2)C(=O)OC)C methyl 5-[3-(3,5-dimethylisoxazol-4-yl)pyrazolo[1,5-a]pyridin-5-yl]furan-3-carboxylate